Boc-methyl-1-(aminomethyl)cyclobutanecarboxylic acid C(=O)(OC(C)(C)C)C1(C(CC1)(C(=O)O)CN)C